3-(5-chloro-tolyl)benzo[d]isoxazole ClC=1C=CC(=C(C1)C)C1=NOC2=C1C=CC=C2